ClC1=C(C=CC=C1)CN1N=C(C=C1NC1=CC=CC=C1)C(=O)OCC Ethyl 1-[(2-chlorophenyl)methyl]-5-(phenylamino)-1H-pyrazole-3-carboxylate